C(C1=CC=CC=C1)(=O)C=1C(=C(C(=C(C1O)CC=1C(=C(C(=C(C1O)C)OC)C(CCC)=O)O)O)CC=1C(=C(C(=C(C1O)C)OC)C(CCC)=O)O)O 1,1'-(((5-benzoyl-2,4,6-trihydroxy-1,3-phenylene)bis(methylene))bis(2,4-dihydroxy-6-methoxy-5-methyl-3,1-phenylene))bis(butan-1-one)